FC(=CCN1CCC(CC1)CNC(C1=CC(=CC=C1)CN1C(C2=CC=C(C=C2C=C1)C=1C(=NOC1)C)=O)=O)F N-((1-(3,3-Difluoroallyl)piperidin-4-yl)methyl)-3-((6-(3-methylisoxazol-4-yl)-1-oxoisoquinolin-2(1H)-yl)methyl)benzamide